ethyl 5-mercapto-2-methylbenzofuran-3-carboxylate SC=1C=CC2=C(C(=C(O2)C)C(=O)OCC)C1